C(CCCCCCC\C=C/C\C=C/CCCCC)OC(CSSCNC(=N)N)COCCCCCCCC\C=C/C\C=C/CCCCC (((2,3-bis((9Z,12Z)-octadeca-9,12-dien-1-yloxy)propyl)disulfanyl)methyl)guanidine